3-(propan-2-yl)-1,2,3,4-tetrahydropyrimidine-2,4-dione CC(C)N1C(NC=CC1=O)=O